FC(C(=O)O)(F)F.BrC1=C(C=C(C=C1)C=C1CNC1)C(F)(F)F 3-[[4-bromo-3-(trifluoromethyl)phenyl]methylene]azetidine, trifluoroacetate salt